2-phenylpyrrolidine-3-carbonitrile C1(=CC=CC=C1)C1NCCC1C#N